(3R)-N-{3-[5-(3,3-difluoroazetidin-1-yl)-2H-pyrazolo[3,4-b]pyridin-2-yl]-4-fluorophenyl}-3-fluoropyrrolidine-1-carboxamide FC1(CN(C1)C1=CC=2C(N=C1)=NN(C2)C=2C=C(C=CC2F)NC(=O)N2C[C@@H](CC2)F)F